NC1=C(C=C(C=N1)OC=1C=C(C=C(C1)C1=CC(=CC(=C1)Cl)Cl)CN1CCC(CC1)CNC(C)=O)F N-((1-((5-((6-amino-5-fluoropyridin-3-yl)oxy)-3',5'-dichloro-[1,1'-biphenyl]-3-yl)methyl)piperidin-4-yl)methyl)acetamide